S-bromomethyl ethanethioate C(C)(SCBr)=O